C(C)OC(=O)C=1C(NC(NC1C)=O)C1=CC=C(C=C1)C 5-ethoxycarbonyl-6-methyl-4-(4'-methylphenyl)-3,4-dihydropyrimidin-2-one